4-hydroxy-2H,3H-furo[2,3-c]pyridine-5-carboxylic acid OC1=C2C(=CN=C1C(=O)O)OCC2